ClC1=NC=C(C(=N1)C=1C=C(C(=CC1)OC)C1=CC=CC=C1)Cl 2,5-dichloro-4-(6-methoxy-[1,1'-biphenyl]-3-yl)pyrimidine